COC(C(=O)O)CC 2-METHOXYBUTANOIC ACID